COC1=CC=C(C=C1)C12OCC(CC1)(CC2)CN(C(=O)C2CCCCC2)C=2C=C(C=CC2)/C=C/C(=O)OC Methyl (E)-3-(3-(N-((1-(4-methoxyphenyl)-2-oxabicyclo[2.2.2]octan-4-yl)methyl)cyclohexanecarboxamido)phenyl)acrylate